3-(1-amino-1'-(5-((2-amino-3-chloropyridin-4-yl)thio)pyrazin-2-yl)-1,3-dihydrospiro[indene-2,4'-piperidin]-6-yl)propiolic acid NC1C2=CC(=CC=C2CC12CCN(CC2)C2=NC=C(N=C2)SC2=C(C(=NC=C2)N)Cl)C#CC(=O)O